FC1=C(C(=CC=C1)F)N1C(=NC2=CC(=C(C=C2C1=O)/C=C/C(=O)NOC1OCCCC1)F)CC (E)-3-(3-(2,6-difluorophenyl)-2-ethyl-7-fluoro-4-oxo-3,4-dihydroquinazolin-6-yl)-N-((tetrahydro-2H-pyran-2-yl)oxy)acrylamide